CC=1C=CC(=NC1)NC(=O)C1CN(C1)C1=CC=C2C(C(=CN(C2=N1)C1=NC=NS1)C(=O)O)=O 7-{3-[(5-methylpyridin-2-yl)carbamoyl]azetidin-1-yl}-4-oxo-1-(1,2,4-thiadiazol-5-yl)-1,4-dihydro-1,8-naphthyridine-3-carboxylic acid